OC1C(C1)(C(=O)O)C(=O)O hydroxycyclopropanedicarboxylic acid